C1(CC1)C=1C=NC=C(C1N1C(N(C=2C=NC=3C=C(C(=CC3C21)C=2C=NN(C2)C)OC)C)=O)F 1-(3-Cyclopropyl-5-fluoro-pyridin-4-yl)-7-methoxy-3-methyl-8-(1-methyl-1H-pyrazol-4-yl)-1,3-dihydro-imidazo[4,5-c]quinolin-2-one